C1(CC1)C([C@@H](C(=O)NC1=C(C=C(C=C1)[C@@H](C(N1C(COCC1)C(F)(F)F)=O)C)F)NC(=O)C1=CC=NN1C(C)C)C1CC1 N-((2S)-1,1-dicyclopropyl-3-((2-fluoro-4-((2S)-1-oxo-1-(3-(trifluoromethyl)morpholino)propan-2-yl)phenyl)amino)-3-oxopropan-2-yl)-isopropyl-1H-pyrazole-5-carboxamide